C(C)(C)(C1=CC=CC=C1)OOC(C)(C)CCC tertiary hexyl cumyl peroxide